1-(2-ethoxypropoxy)-2-propanol C(C)OC(COCC(C)O)C